C(C1=CC=CC=C1)N1CC(C1)NC1=NC=2N([C@H](C(NC2C=N1)=O)C)C (7S)-2-((1-Benzylazetidin-3-yl)amino)-7,8-dimethyl-7,8-dihydropteridin-6(5H)-one